5-{2-amino-[1,2,4]triazolo[1,5-a]pyridin-7-yl}-2-methoxy-N-{[3-(trifluoromethyl)phenyl]methyl}pyridine-3-carboxamide NC1=NN2C(C=C(C=C2)C=2C=C(C(=NC2)OC)C(=O)NCC2=CC(=CC=C2)C(F)(F)F)=N1